COC(C)(C)C t-Butyl methyl ether